ethyl 3-[[(1S)-4-chloro-1-(2-ethoxy-2-oxo-ethyl)indan-1-yl]amino]propanoate ClC1=C2CC[C@@](C2=CC=C1)(CC(=O)OCC)NCCC(=O)OCC